C[C@H]1CN(C[C@H](N1)C)C(=O)OCC1=CC=CC=C1 (3S,5R)-benzyl 3,5-dimethylpiperazine-1-carboxylate